C1(CCCC1)CNC=1C2=C(N=C(N1)N(CCOC)CCOC)C(=NC(=N2)N(CCOC)CCOC)N2CCC(CC2)OC N4-(cyclopentylmethyl)-N2,N2,N6,N6-tetrakis(2-methoxyethyl)-8-(4-methoxypiperidin-1-yl)pyrimido[5,4-d]pyrimidine-2,4,6-triamine